3-[4-(2-Morpholinoethyl-carbamoyl)phenyl]-1-sulfamoyl-pyrrole-2-carboxylic acid O1CCN(CC1)CCNC(=O)C1=CC=C(C=C1)C1=C(N(C=C1)S(N)(=O)=O)C(=O)O